C(=O)(O)C=1C=C(OCC(COC=2C=C(C=C(C(=O)O)C2)C(=O)O)(COC=2C=C(C=C(C(=O)O)C2)C(=O)O)COC2=CC(=CC(=C2)C(=O)O)C(=O)O)C=C(C1)C(=O)O 5,5'-(2,2-bis((3,5-dicarboxyphenoxy)methyl)propane-1,3-diyl)bis(oxy)di-isophthalic acid